N1=C(C=CC=C1)CC(C)O pyridin-2-yl-propan-2-ol